ClCCN(C)C 2-Chloro-N,N-dimethyleth-an-1-amine